ClC=1C(=NC(=NC1)N[C@@H]1[C@@H]([C@H]2CO[C@@H]([C@H]1O)O2)O)C=2C=C(C1=C(N(C(=N1)C(C)(C)O)C(C)C)C2)F (1R,2S,3R,4S,5R)-3-((5-chloro-4-(4-fluoro-2-(2-hydroxypropan-2-yl)-1-isopropyl-1H-benzo[d]imidazol-6-yl)pyrimidin-2-yl)amino)-6,8-dioxabicyclo[3.2.1]octane-2,4-diol